O1CCC(CC1)CN1C[C@@H]2[C@H](C1)CC(C2)NC2=CC=C(N=N2)C=2C=C(C=CC2)NC(=O)C2CC2 N-(3-(6-(((3aR,5s,6aS)-2-((tetrahydro-2H-pyran-4-yl)methyl)octahydrocyclopenta[c]pyrrol-5-yl)amino)pyridazin-3-yl)phenyl)cyclopropanecarboxamide